The molecule is a phosphoethanolamine consisting of ethanolamine having a cytidine 5'-diphosphate moiety attached to the oxygen. It has a role as a mouse metabolite. It is a member of nucleotide-(amino alcohol)s and a phosphoethanolamine. It is a conjugate acid of a CDP-ethanolamine(1-). C1=CN(C(=O)N=C1N)[C@H]2[C@@H]([C@@H]([C@H](O2)COP(=O)(O)OP(=O)(O)OCCN)O)O